(S)-2-(4-chloro-2-methoxyphenyl)-2-((3-methoxy-5-(methylsulfonyl)phenyl)amino)-1-(5-(trifluoromethoxy)-1H-indol-3-yl)ethanone ClC1=CC(=C(C=C1)[C@@H](C(=O)C1=CNC2=CC=C(C=C12)OC(F)(F)F)NC1=CC(=CC(=C1)S(=O)(=O)C)OC)OC